C[C@]12CC[C@](C[C@H]1C3=CC(=O)[C@@H]4[C@]5(CC[C@@H](C([C@@H]5CC[C@]4([C@@]3(CC2)C)C)(C)C)O[C@@H]6[C@@H]([C@H]([C@@H]([C@H](O6)C(=O)O)O)O)O[C@H]7[C@@H]([C@H]([C@@H]([C@H](O7)C(=O)O)O)O)O)C)(C)C(=O)O (3β,20β)-20-Carboxy-11-oxo-30-norolean-12-en-3-yl 2-O-β-D-glucopyranuronosyl-α-D-glucopyranosiduronic acid